C(C)OP(OCC)(=O)C(F)(F)C1=C(C2=C(S1)C=CC(=C2)C(N[C@@H](C(F)(F)F)C=2C=NC=CC2)=O)Br |o1:22| (R or S)-diethyl-((3-bromo-5-((2,2,2-trifluoro-1-(pyridin-3-yl)ethyl)carbamoyl)benzo[b]thiophen-2-yl)difluoromethyl)phosphonate